CC1(C2(C(C(C1CC2)[O-])[O-])C(=O)Cl)C 7,7-dimethyl-2,3-dioxidobicyclo[2.2.1]heptane-1-carboxylic acid chloride